CC1OC(CN(C1)C1=CC(=C(C=C1)NC1C(CCCC1)N)C)C N1-(4-(2,6-dimethylmorpholino)-2-methylphenyl)cyclohexane-1,2-diamine